t-butyl (4-(methylcarbamoyl)phenyl)carbamate CNC(=O)C1=CC=C(C=C1)NC(OC(C)(C)C)=O